COC=1C=C2C(=NC=NC2=CC1OC)N1CCC(CC1)CNS(=O)(=N)C N-((1-(6,7-dimethoxyquinazolin-4-yl)piperidin-4-yl)methyl)methanesulfonimidamide